5-(4-methoxyphenyl)-1-methyl-2-oxopyrrolidine-3-carboxylic acid COC1=CC=C(C=C1)C1CC(C(N1C)=O)C(=O)O